FC1=C(C(=O)O)C=CC(=C1[N+](=O)[O-])F 2,4-difluoro-3-nitrobenzoic acid